Br[C@@H](C(=O)NC1=NC=C(C=C1)OC1=C(C=C(C=C1)F)CO[Si](C)(C)C(C)(C)C)C (R)-2-bromo-N-(5-(2-(((tert-butyldimethylsilyl)oxy)methyl)-4-fluorophenoxy)pyridin-2-yl)propionamide